ClC=1C(=NC(=NC1Cl)C=1SC=C(N1)C)NC1CCC(CC1)(F)F 5,6-dichloro-N-(4,4-difluorocyclohexyl)-2-(4-methylthiazol-2-yl)pyrimidin-4-amine